(3,4-epoxycyclohexyl)ethyl-ethoxyethoxyethoxyethoxyisopropylsilane C1(CC2C(CC1)O2)CC[SiH](C(C)C)OCCOCCOCCOCC